N1C=C(C2=CC=CC=C12)C[C@@H]1C(N[C@H](C2=NC3=C(C=C(C=C3C(N21)=O)Cl)Cl)CC(C)C)=O (1S,4R)-4-((1H-indol-3-yl)methyl)-8,10-dichloro-1-isobutyl-1,2-dihydro-6H-pyrazino[2,1-b]quinazoline-3,6(4H)-dione